ClC1(C#N)CC(=CC(=C1)Cl)Cl 1,3,5-trichlorobenzonitrile